[(3aR,4R,6R,6aR)-4-[2-chloro-6-(3,3-diphenylazetidin-1-yl)purin-9-yl]-2,2-dimethyl-3a,4,6,6a-tetrahydrofuro[3,4-d][1,3]dioxol-6-yl]methanol ClC1=NC(=C2N=CN(C2=N1)[C@@H]1O[C@@H]([C@H]2OC(O[C@H]21)(C)C)CO)N2CC(C2)(C2=CC=CC=C2)C2=CC=CC=C2